[I-].ClC1=CC=C(C=C1)C(=C1CCN(CC1)C(=O)N1C=[N+](C=C1)C)C#N 1-(4-((4-chlorophenyl)(cyano)methylene)piperidine-1-carbonyl)-3-methyl-1H-imidazol-3-ium iodide